CC1(OCC(O1)CNC1=CC=2N(C(=C1)C1=C(C=C(C#N)C=C1)C)N=CN2)C 4-(7-(((2,2-dimethyl-1,3-dioxolan-4-yl)methyl)amino)-[1,2,4]triazolo[1,5-a]pyridin-5-yl)-3-methylbenzonitrile